CC1=CC=C(C=N1)C(C)C=1C=C2C(=CC=NC2=CC1)C(=O)[O-] 6-(1-(6-methylpyridin-3-yl)ethyl)quinoline-4-carboxylate